FC1(CCN(CC1)C(=O)C=1C=CC2=C(SC=C2C2=CC=3N=CNC(C3N=C2)=O)C1)F 7-(6-(4,4-difluoropiperidine-1-carbonyl)benzo[b]thiophen-3-yl)pyrido[3,2-d]pyrimidin-4(3H)-one